S-benzyl-cysteamine hydrochloride Cl.C(C1=CC=CC=C1)SCCN